C[C@H]1CC(CN(C1)CC(=O)N)C1=C(C=CC=C1)OC[C@@H]1N(CCC1)C (2R,5S)-5-methyl-2-[3-[[(2R)-1-methylpyrrolidin-2-yl]methoxyphenyl]-1-piperidyl]acetamide